N-{4-fluoro-3-[5-(2,2,2-trifluoroethyl)-2H-pyrazolo[3,4-b]pyridin-2-yl]phenyl}azetidine FC1=C(C=C(C=C1)N1CCC1)N1N=C2N=CC(=CC2=C1)CC(F)(F)F